FC1=C(C(=O)C2=NNC3=NC=C(C=C32)C=3C=CC(=NC3)C(=O)OC)C=CC(=C1NS(=O)(=O)C)F Methyl 5-(3-(2,4-difluoro-3-(methylsulfonamido)benzoyl)-1H-pyrazolo[3,4-b]pyridin-5-yl)picolinate